ClC=1C=C(C=CC1)C(C(C1=CC=CC=C1)OC(N[C@H](C(=O)N[C@H](CO)C[C@H]1C(NCC1)=O)CCCC)=O)(C)C ((S)-1-(((S)-1-hydroxy-3-((S)-2-oxopyrrolidin-3-yl)propan-2-yl)amino)-1-oxohexan-2-yl)carbamic acid 2-(3-chlorophenyl)-2-methyl-1-phenylpropyl ester